C1=CC=CC=2C3=CC=CC=C3C(C12)COC(=O)NC(CC(=O)OC(C)(C)C)C(=O)NC=1SC(=C(C1C(C1=CC(=C(C=C1)Cl)F)=O)C)C tert-butyl 3-((((9H-fluoren-9-yl)methoxy)carbonyl) amino)-4-((3-(4-chloro-3-fluorobenzoyl)-4,5-dimethylthiophen-2-yl)amino)-4-oxobutanoate